4-(6-(1-methyl-1H-indol-5-yl)-3-((1-methylpiperidin-4-yl)methyl)-3H-imidazo[4,5-c]pyridin-7-yl)benzonitrile CN1C=CC2=CC(=CC=C12)C1=C(C2=C(C=N1)N(C=N2)CC2CCN(CC2)C)C2=CC=C(C#N)C=C2